O[C@@](CO)(C1=CC=CC=C1)C1CCCC1 (R)-2-hydroxy-2-cyclopentyl-2-phenylethanol